NC1=CC=C(NC(CN2CCN(CCN(CCN(CC2)CC(=O)O)CC(=O)O)CC(=O)O)=O)C=C1 1,4,7,10-tetraazacyclododecane-1,4,7,10-tetraacetic acid mono(p-aminoanilide)